n-hexyl phosphinate [PH2](OCCCCCC)=O